N-(3-(6-amino-5-(2-(N-methacryloylamino)propoxy)pyrimidin-4-yl)-5-fluoro-2-methylphenyl)-4-cyclopropyl-2-fluorobenzamide NC1=C(C(=NC=N1)C=1C(=C(C=C(C1)F)NC(C1=C(C=C(C=C1)C1CC1)F)=O)C)OCC(C)NC(C(=C)C)=O